C(#N)C=1C=C(C=CC1[Si](C)(C)C)NC(C(NC(CN1C=CC(C=C1)=O)=O)C1=CC=C(C=C1)OC)=O N-(3-cyano-4-(trimethylsilyl)phenyl)-2-(4-methoxyphenyl)-2-(((4-oxopyridin-1(4H)-yl)acetyl)amino)acetamide